4-(N-methyl-N-(3-(2-(4-methylpiperidin-1-yl)-acetylamino)-4-methoxyphenyl)-amino)coumarin CN(C1=CC(=C(C=C1)OC)NC(CN1CCC(CC1)C)=O)C1=CC(OC2=CC=CC=C12)=O